CC1=NC(=CC(=C1)C=1C(=NN(C1C(=O)O)C=1SC(=C(N1)C1=CC=CC=C1)SC(C)C)C)C 4-(2,6-dimethylpyridin-4-yl)-1-(5-(isopropylsulfanyl)-4-phenylthiazol-2-yl)-3-methyl-1H-pyrazole-5-carboxylic acid